1,2-bis((7-isopropyl-1-oxaspiro[4.5]decan-2-yl)oxy)ethane C(C)(C)C1CC2(CCC(O2)OCCOC2OC3(CC2)CC(CCC3)C(C)C)CCC1